1-dodecyl-beta-D-glucose C(CCCCCCCCCCC)[C@]1(O)[C@H](O)[C@@H](O)[C@H](O)[C@H](O1)CO